C1=CC(=CC(=C1)S(=O)(=O)C2=CC=C(C=C2)N)N 3,4'-diaminodiphenylsulfone